lithium tin cobalt [Co].[Sn].[Li]